BrC=1C=C2C(=NC1)NN=C2NC2CCOCC2 5-bromo-N-(tetrahydro-2H-pyran-4-yl)-1H-pyrazolo[3,4-b]pyridin-3-amine